C(C)(C)(C)OC(=O)N1N=C(C=C1)OC[Si](C1(CC1)C(F)(F)F)(C)C.C1(=CC=CC=2C3=CC=CC=C3CC12)C(=O)N fluorenyl-aminoketone tert-Butyl-3-[[dimethyl-[1-(trifluoromethyl)cyclopropyl]silyl]methoxy]pyrazole-1-carboxylate